4-ethenyl-N,N-dimethylbenzeneethanaminium triflate [O-]S(=O)(=O)C(F)(F)F.C(=C)C1=CC=C(C=C1)CC[NH+](C)C